FC=1C=C2[C@@H](C[C@@H](N(C2=CC1)C(CC)=O)C)NC1=CC=C(C(=O)O)C=C1 |o1:4,6| 4-(((2S*,4R*)-6-fluoro-2-methyl-1-propionyl-1,2,3,4-tetrahydroquinolin-4-yl)amino)benzoic acid